FC(C1=NN2C(N=C(C=C2NC[C@H](C2=CC=C(C=C2)F)N2[C@H]3CC([C@@H](C2)C3)O)C(F)(F)F)=C1)(F)F (1R,4R)-2-((S)-2-((2,5-bis(trifluoromethyl)pyrazolo[1,5-a]pyrimidin-7-yl)amino)-1-(4-fluorophenyl)ethyl)-2-azabicyclo[2.2.1]heptan-5-ol